BrC=1C=C(CN2CCN(CC2)C=2OC3=CC=CC=C3C(C2O)=O)C=CC1 (4-(3-bromobenzyl)-piperazin-1-yl)-3-hydroxy-4H-chromen-4-one